(2-((2-((4-(2-amino-7-azaspiro[3.5]nonan-7-yl)-3-fluorophenyl)amino)-5-chloropyrimidin-4-yl)amino)phenyl)dimethylphosphine oxide NC1CC2(C1)CCN(CC2)C2=C(C=C(C=C2)NC2=NC=C(C(=N2)NC2=C(C=CC=C2)P(C)(C)=O)Cl)F